1,6-dioxaspiro[4.5]decane-4-amine O1CCC(C12OCCCC2)N